CC=1C(=C2C(=NC1C(F)(F)F)CCC2)NC(=O)N=S(=O)(N)C=2C=NN1C2OCCC1 N'-((3-methyl-2-(trifluoromethyl)-6,7-dihydro-5H-cyclopenta[b]pyridin-4-yl)carbamoyl)-6,7-dihydro-5H-pyrazolo[5,1-b][1,3]oxazine-3-sulfonimidamide